2-chloro-4,4'-diaminobenzanilide ClC1=C(C(=O)NC2=CC=C(C=C2)N)C=CC(=C1)N